CC1=CC(=NN1C1=CC2=C(C(C(O2)(F)F)(F)F)C=C1)N1CCN(CC1)CCN1CCOCC1 4-[2-[4-[5-methyl-1-(2,2,3,3-tetrafluorobenzofuran-6-yl)pyrazol-3-yl]piperazin-1-yl]ethyl]morpholine